8-chloro-1-(trans-4-ethoxy-4-methylcyclohexyl)-5,6-dihydro-4H-[1,2,4]Triazolo[4,3-a][1]Benzazepin-5-amine ClC=1C=CC2=C(CC(CC=3N2C(=NN3)C3CCC(CC3)(C)OCC)N)C1